C1(CCCCC1)S(=O)(=O)[O-] cyclohexanesulfonic acid anion